C(C)(=O)N1CCN(CC1)CCOC1=CC=C(C=C1)N1N=NC(=C1)C=1C(NC2=CC(=C(C=C2C1)F)F)=O 3-(1-{4-[2-(4-acetyl-piperazin-1-yl)-ethoxy]-phenyl}-1H-[1,2,3]triazol-4-yl)-6,7-difluoro-1H-quinolin-2-one